(2-chloro-1,4-phenylene)bis[4-[(4-chloro-2-nitrophenyl)azo]-3-hydroxy-2-naphthamide] ClC1=C(C=CC(=C1)C1=C(C(=C(C2=CC=CC=C12)N=NC1=C(C=C(C=C1)Cl)[N+](=O)[O-])O)C(=O)N)C1=C(C(=C(C2=CC=CC=C12)N=NC1=C(C=C(C=C1)Cl)[N+](=O)[O-])O)C(=O)N